(R)-(3-methoxyphenyl)(8-methyl-3-(3-methyl-1,2,4-thiadiazol-5-yl)-5,6-dihydro-[1,2,4]triazolo[4,3-a]pyrazin-7(8H)-yl)methanone COC=1C=C(C=CC1)C(=O)N1[C@@H](C=2N(CC1)C(=NN2)C2=NC(=NS2)C)C